C[Si](C)(O[Si](C)(C)C)C 2,2,4,4-Tetramethyl-3-oxa-2,4-disilapentan